3,6,9,15-tetrazabicyclo[9.3.1]pentadeca-1(15),11,13-triene-3,6,9-triacetic acid C1=2CN(CCN(CCN(CC(=CC=C1)N2)CC(=O)O)CC(=O)O)CC(=O)O